2-(2-{2-[5'-fluoro-1'-methyl-3-(trifluoromethyl)-1H,1'H-[4,6'-biindazol]-1-yl]-N-methylacetamido}acetamido)acetic acid FC=1C=C2C=NN(C2=CC1C=1C=2C(=NN(C2C=CC1)CC(=O)N(C)CC(=O)NCC(=O)O)C(F)(F)F)C